(7R,14S)-1-(difluoromethoxy)-2,11-difluoro-6-(methyl-d3)-5-oxo-5,6,7,14-tetrahydro-7,14-methanobenzo[c]pyrimido[1',2':1,5]pyrazolo[4,3-f]azocin-12-yl trifluoromethanesulfonate FC(S(=O)(=O)OC1=NC=2N(N=C3C2[C@H]2C4=C(C(N([C@@H]3C2)C([2H])([2H])[2H])=O)C=CC(=C4OC(F)F)F)C=C1F)(F)F